(E)-3-(4-fluorophenyl)-2-styryl-1H-indole FC1=CC=C(C=C1)C1=C(NC2=CC=CC=C12)\C=C\C1=CC=CC=C1